CN1N(C(=C(C1OC1=CC=CC=C1)C(F)(F)F)C(=O)[O-])C.C[S+](CC[C@H](N)C(=O)O)C (S-methyl)methionine methyl-1-methyl-3-phenoxy-4-(trifluoromethyl)-1H-pyrazole-5-carboxylate